[4-(9-phenyl-9H-carbazol-3-yl)phenyl]-amine C1(=CC=CC=C1)N1C2=CC=CC=C2C=2C=C(C=CC12)C1=CC=C(C=C1)N